5-fluoro-N-(5-fluoro-2-methylphenyl)-4-(3-oxo-5,6,7,8-tetrahydro[1,2,4]triazolo[4,3-a]pyridin-2(3H)-yl)-2-{[(2S)-1,1,1-trifluoropropan-2-yl]oxy}benzamide FC=1C(=CC(=C(C(=O)NC2=C(C=CC(=C2)F)C)C1)O[C@H](C(F)(F)F)C)N1N=C2N(CCCC2)C1=O